1-Methyl-2-nitroso-2-azaadamantane CC12N(C3CC(CC(C1)C3)C2)N=O